CS(=O)(=O)C1=CC=C(C=C1)C(C1CCN(CC1)C(CC[C@H]1NC(OC1)=O)=O)C1=CC=CC=C1 (+)-(4R)-4-[3-[4-[(4-Methylsulfonylphenyl)-phenyl-methyl]-1-piperidyl]-3-oxo-propyl]oxazolidin-2-one